C(C)OC(=O)C=1C(=NN2C1O[C@@H](CC2)C)C=2C(=NC(=CC2)N2CC1(COC1)C2)F (5R)-2-[2-fluoro-6-(2-oxa-6-azaspiro[3.3]hept-6-yl)pyridin-3-yl]-5-methyl-6,7-dihydro-5H-pyrazolo[5,1-b][1,3]oxazine-3-carboxylic acid ethyl ester